C(C)(C)(C)OC(=O)N1CCN(CC1)C(C1=CC=C(C=C1)B1OC(C(O1)(C)C)(C)C)=O tert-butyl-4-(4-(4,4,5,5-tetramethyl-1,3,2-dioxaborolan-2-yl)benzoyl)piperazine-1-carboxylate